[Ni].[Au].[Ge] germanium-gold-nickel